O[C@@]1(C(N(CC1)C)=O)C1=CC(=NO1)C1=NC(=CC=C1)C1=NC(=NC=C1)N[C@H]([C@@H](C)O)C1=CC=CC=C1 (R)-3-Hydroxy-3-(3-(6-(2-(((1S,2R)-2-hydroxy-1-phenylpropyl)amino)pyrimidin-4-yl)pyridin-2-yl)isoxazol-5-yl)-1-methylpyrrolidin-2-one